benzyl 4-[[3-hydroxy-1-[1-[1-[1-(4-methoxyphenyl)methyl]-2,6-dioxo-3-piperidyl]-3-methyl-2-oxo-benzimidazol-4-yl]azetidin-3-yl]methyl]piperazine-1-carboxylate OC1(CN(C1)C1=CC=CC=2N(C(N(C21)C)=O)C2C(N(C(CC2)=O)CC2=CC=C(C=C2)OC)=O)CN2CCN(CC2)C(=O)OCC2=CC=CC=C2